COC1=C(C#N)C=CC=C1 2-methoxybenzonitrile